C1(CC1)NC1=NC2=CC=C(C=C2C=C1C(=O)NCCCC1=CC=NC=C1)C=1C=NNC1 (cyclopropylamino)-6-(1H-pyrazol-4-yl)-N-(3-(pyridin-4-yl)propyl)quinoline-3-carboxamide